BrC=1C=C(C=O)C=CC1CBr 3-bromo-4-(bromomethyl)benzaldehyde